NCC(CN1N=CN(C1=O)C1=NC=C(C=C1F)C=1C=NC(=CC1)C(F)(F)F)=C(F)F 2-[2-(aminomethyl)-3,3-difluoro-allyl]-4-[3-fluoro-5-[6-(trifluoromethyl)-3-pyridyl]-2-pyridyl]-1,2,4-triazol-3-one